BrC1=CC=C(CN(C(=O)[C@H]2CN(CCC2)C=2C=C(OC(C(=O)N3CCN(CC3)C(=O)OC(C)(C)C)(C)C)C=CC2)C2CCC2)C=C1 tert-butyl (R)-4-(2-(3-(3-((4-bromobenzyl)(cyclobutyl)carbamoyl)piperidin-1-yl)phenoxy)-2-methylpropanoyl)piperazine-1-carboxylate